Methyl 2-[[4-[6-[(4-ethynyl-2-fluoro-phenyl)methoxy]-2-pyridyl]-2,5-difluoro-phenyl]methyl]-3-[[(2S)-oxetan-2-yl]methyl]benzimidazole-5-carboxylate C(#C)C1=CC(=C(C=C1)COC1=CC=CC(=N1)C1=CC(=C(C=C1F)CC=1N(C2=C(N1)C=CC(=C2)C(=O)OC)C[C@H]2OCC2)F)F